C(C)(=O)N(C1=C(C=C(C=C1)C1=CC=C(C=N1)NC(\C=C\C=1C=NC=CC1)=O)Cl)CC(F)F (E)-N-[6-[4-[acetyl(2,2-difluoroethyl)amino]-3-chloro-phenyl]-3-pyridyl]-3-(3-pyridyl)prop-2-enamide